BrCCOC=1C=C(C(=NC1)C(C)(C)O)C#N 5-(2-bromoethoxy)-2-(2-hydroxypropan-2-yl)pyridine-3-carbonitrile